COC(=O)C=1C=C(OC[C@H]2N(CCCC2)C(=O)OC(C)(C)C)C=CC1C (S)-tert-Butyl 2-((3-(methoxycarbonyl)-4-methylphenoxy)methyl)piperidine-1-carboxylate